C(C)(C)(C)OC(=O)NC(C(=O)O)CC 2-(tert-butoxycarbonylamino)butyric acid